FC1=C(OC=2C(=C(C(=CC2)\C=C(\B2OC(C(O2)(C)C)(C)C)/F)N2CC3(CN(C3)C(=O)OC(C)(C)C)CCC2)C(F)(F)F)C=CC=C1F tert-Butyl (Z)-6-(3-(2,3-difluorophenoxy)-6-(2-fluoro-2-(4,4,5,5-tetramethyl-1,3,2-dioxaborolan-2-yl)vinyl)-2-(trifluoromethyl)phenyl)-2,6-diazaspiro[3.5]nonane-2-carboxylate